CC1=CC=CC(=N1)C1=NNC=C1C=1N=C2C=C(C=NC2=CC1)C1=CN=CC(=N1)N 6-[6-[3-(6-methyl-2-pyridyl)-1H-pyrazol-4-yl]-1,5-naphthyridin-3-yl]pyrazin-2-amine